(R)-4-(4-(Furan-2-carbonyl)piperazin-1-yl)-1-(3'-methoxy-[1,1'-biphenyl]-4-yl)pyrrolidin-2-one O1C(=CC=C1)C(=O)N1CCN(CC1)[C@@H]1CC(N(C1)C1=CC=C(C=C1)C1=CC(=CC=C1)OC)=O